(methylamino)-1,5,6-trioxohexan CNC(CCCC(C=O)=O)=O